FC1=CN=CC=2NC(NC(C21)=O)=O 5-fluoropyrido[3,4-d]pyrimidine-2,4(1H,3H)-dione